OC1=NC=2C=CC=C(C2N=C1)C(=O)OC methyl 2-hydroxyquinoxaline-5-carboxylate